Methyl N-(2-(4-(((allyloxy)carbonyl)amino)phenyl)thiazole-4-carbonyl)-O-(tert-butyldiphenylsilyl)-L-seryl-L-serinate C(C=C)OC(=O)NC1=CC=C(C=C1)C=1SC=C(N1)C(=O)N[C@@H](CO[Si](C1=CC=CC=C1)(C1=CC=CC=C1)C(C)(C)C)C(=O)N[C@@H](CO)C(=O)OC